ClC=1C=C(C=CC1F)C=1N=C(SC1F)NS(=O)(=O)C1=NC=C(C=C1C1CC1)NCC1=C(C(=CC=C1)OC)O N-(4-(3-chloro-4-fluorophenyl)-5-fluorothiazol-2-yl)-3-cyclopropyl-5-((2-hydroxy-3-methoxybenzyl)amino)pyridine-2-sulfonamide